2-(2-(5-Cyclopropyl-3-(2,6-difluorophenyl)isoxazol-4-yl)-7-azaspiro[3.5]non-1-en-7-yl)-4-fluorobenzo[d]thiazol C1(CC1)C1=C(C(=NO1)C1=C(C=CC=C1F)F)C1=CC2(C1)CCN(CC2)C=2SC1=C(N2)C(=CC=C1)F